N-(5-nitro-2-thiazolyl)benzamide [N+](=O)([O-])C1=CN=C(S1)NC(C1=CC=CC=C1)=O